2,3-dihydroxyphenazine (1,2,2,6,6-pentamethyl-4-piperidinyl)-1,2,3,4-butane-tetracarboxylate CN1C(CC(CC1(C)C)OC(=O)CC(C(CC(=O)O)C(=O)O)C(=O)O)(C)C.OC1=CC2=NC3=CC=CC=C3N=C2C=C1O